6-(((3aR,5s,6aS)-2-(2-fluorobenzyl)octahydrocyclopenta[c]pyrrol-5-yl)amino)pyridazin FC1=C(CN2C[C@@H]3[C@H](C2)CC(C3)NC3=CC=CN=N3)C=CC=C1